4-fluoro-N-(1-hydroxy-2-oxo-2-phenylethyl)benzamide FC1=CC=C(C(=O)NC(C(C2=CC=CC=C2)=O)O)C=C1